C(C1=CC=CC=C1)(=O)OC#CCC butynyl benzoate